methyl 3-(9-((4-(aminomethyl)-2-isobutoxyphenyl)carbamoyl)-4,5-dihydrobenzo[b]thieno[2,3-d]oxepin-8-yl)-6-(propylcarbamoyl)picolinate NCC1=CC(=C(C=C1)NC(=O)C1=CC2=C(OCCC3=C2SC=C3)C=C1C=1C(=NC(=CC1)C(NCCC)=O)C(=O)OC)OCC(C)C